ClC1=NC=C2N(C(N(C2=N1)CC1=CC=C(C=C1)C=1N(C=C(N1)C(F)(F)F)C)=N)C 2-chloro-7-methyl-9-(4-(1-methyl-4-(trifluoromethyl)-1H-imidazol-2-yl)benzyl)-7H-purin-8(9H)-imine